FC1=C2C(=NC=3N(C2=CC=C1)C(=NN3)C)N3CCCC1=C(C=CC=C31)C#CC(C(=O)OC)(C)C methyl 4-(1-(6-fluoro-1-methyl-[1,2,4]triazolo[4,3-a]quinazolin-5-yl)-1,2,3,4-tetrahydroquinolin-5-yl)-2,2-dimethylbut-3-ynoate